trisodium phosphine P.[Na].[Na].[Na]